[N+](=O)([O-])C=1C(=C(C=CC1)C(C)(C)C)[N+](=O)[O-] dinitrot-butylbenzene